methyl 2-amino-4-(chlorosulfonyl)butanoate NC(C(=O)OC)CCS(=O)(=O)Cl